C(CCCCC)OC(CC(C)C)=O isovaleric acid hexyl ester